2-(1-(thiophen-2-yl)cyclopropyl)-5,6,7,8-tetrahydropyrido[4,3-d]-pyrimidin-4(3H)-one S1C(=CC=C1)C1(CC1)C=1NC(C2=C(N1)CCNC2)=O